FC=1C=CC(=C(C1)N(C(C(C)C)=O)CCO)OC=1C(=NC=NC1)N1CC2(CC1)CN(CC2)CC2=CC1=C(NC(N1)=O)C=C2 N-(5-fluoro-2-((4-(7-((2-oxo-2,3-dihydro-1H-benzo[d]imidazol-5-yl)methyl)-2,7-diazaspiro[4.4]nonan-2-yl)pyrimidin-5-yl)oxy)phenyl)-N-(2-hydroxyethyl)isobutyramide